FC(OC[C@H]1N(C[C@H](C1)OC1=NC=C(C=C1)I)C(=O)OC(C)(C)C)F tert-butyl (2S,4S)-2-((difluoromethoxy)methyl)-4-((5-iodopyridin-2-yl) oxy)pyrrolidin-1-carboxylate